C(C)(C)(C)OC(=O)N[C@H](C(=O)OCC)CC=1OC2=C(N1)C=CC(=C2)N2CCN(CC2)C ethyl (S)-2-((tert-butoxycarbonyl)amino)-3-(6-(4-methylpiperazin-1-yl)benzo[d]oxazol-2-yl)propanoate